CCCCCCCCC=C dec-9-ene